C(C)(C)(C)OC(=O)NCCN1C(N(C2=C1C(=C1C(=C2F)CC(C1)C=O)F)CCNC(OC(C)(C)C)=O)=O tert-Butyl N-[2-[1-[2-(tert-butoxycarbonylamino)ethyl]-4,8-difluoro-6-formyl-2-oxo-6,7-dihydro-5H-cyclopenta[f]benzimidazol-3-yl]ethyl]carbamate